C(C1=CC=CC=C1)OC1=C(N(C=C(C1=O)C(NCC1=C(C=C(C=C1F)F)F)=O)NC(C=C)CC(F)(F)F)C(=O)O 3-(benzyloxy)-4-oxo-5-((2,4,6-trifluorobenzyl)carbamoyl)-1-((5,5,5-trifluoropent-1-en-3-yl)amino)-1,4-dihydropyridine-2-carboxylic acid